C1(=CC=CC=C1)C=1NC2=CC(=CC=C2C1C(CC(F)(F)F)C=1SC=CC1)B(O)O (2-phenyl-3-(3,3,3-trifluoro-1-(thiophen-2-yl)propyl)-1H-indol-6-yl)boronic acid